C(C)OC=1C(=C(C=CC1F)C1=CC=C2C=C(N=CC2=C1)C1CN(CC1)C(C=C)=O)F 7-(3-Ethoxy-2,4-difluorophenyl)-3-[1-(prop-2-enoyl)pyrrolidin-3-yl]isoquinolin